CN(NC)CC=1N(C2=CC=CC=C2C1)CCC(NCC(NCCOCCOCCOCCOCCOCCOCCC(N(C(C(=O)[O-])C)C)=O)=O)=O 31-(2-((1,2-dimethylhydrazinyl)methyl)-1H-indol-1-yl)-2,3-dimethyl-4,26,29-trioxo-7,10,13,16,19,22-hexaoxa-3,25,28-triazahentriacontan-1-oate